1-cyclopropyl-6-fluoro-7-piperazin-1-yl-3-cinnamoyl-quinolin-4(1H)-one C1(CC1)N1C=C(C(C2=CC(=C(C=C12)N1CCNCC1)F)=O)C(C=CC1=CC=CC=C1)=O